1-benzyl-1,2,3,4,5,6,7,8-octahydroisoquinoline C(C1=CC=CC=C1)C1NCCC=2CCCCC12